FC(C)(F)C1=C2C=C(NC2=CC=C1)C(=O)N1[C@@H]([C@@H]2[C@H](C1)CCC2)C(=O)N[C@@H](C[C@H]2C(NCC2)=O)C(CO)=O (1S,3aR,6aS)-2-[4-(1,1-difluoroethyl)-1H-indole-2-carbonyl]-N-[(2S)-4-hydroxy-3-oxo-1-[(3S)-2-oxopyrrolidin-3-yl]butan-2-yl]-hexahydro-1H-cyclopenta[c]pyrrole-1-carboxamide